(3S)-4-(7-(4-cyanopyridin-2-yl)-5-(2-methylmorpholino)-7H-pyrrolo[2,3-d]pyrimidin-4-yl)-3-methylpiperazine-1-carboxylic acid tert-butyl ester C(C)(C)(C)OC(=O)N1C[C@@H](N(CC1)C=1C2=C(N=CN1)N(C=C2N2CC(OCC2)C)C2=NC=CC(=C2)C#N)C